FC=1C=C(C=CC1)C1=CC(=CC(=C1)F)[C@@H]1N(OCC1)C1=CC(=NC=N1)NC1=CC=C(C=C1)N1CCN(CC1)C (R)-6-(3-(3',5-difluoro-[1,1'-biphenyl]-3-yl)isoxazolidin-2-yl)-N-(4-(4-Methylpiperazin-1-yl)phenyl)pyrimidin-4-amine